8-chloro-3-fluoro-6-(3-methyl-1-(4-methyl-4H-1,2,4-triazol-3-yl)cyclobutyl)imidazo[1,2-a]pyridine ClC=1C=2N(C=C(C1)C1(CC(C1)C)C1=NN=CN1C)C(=CN2)F